(2S,3S)-N-(4-fluoro-3-methylphenyl)-1-(5-(1-(2-hydroxyethyl)-3,5-dimethyl-1H-pyrazol-4-yl)-1H-pyrrole-2-carbonyl)-2-methylpyrrolidine-3-carboxamide FC1=C(C=C(C=C1)NC(=O)[C@@H]1[C@@H](N(CC1)C(=O)C=1NC(=CC1)C=1C(=NN(C1C)CCO)C)C)C